1-(cyclopropylmethyl)-3-[2-(methylamino)ethyl]-N-(1-methylcyclopropyl)-2,4-dioxo-quinazoline-6-sulfonamide C1(CC1)CN1C(N(C(C2=CC(=CC=C12)S(=O)(=O)NC1(CC1)C)=O)CCNC)=O